C(C)(C)(C)P(C(C)(C)C)CC1=CC=CC(=N1)C=O 6-((di-tert-butylphosphino)methyl)pyridinecarboxaldehyde